C(=O)O.N[C@H](CC1=C(C2=NC(=CC(=C2S1)NCC=1SC=CC1)Cl)C#N)C 2-[(2S)-2-aminopropyl]-5-chloro-7-{[(thiophen-2-yl)methyl]amino}thieno[3,2-b]pyridine-3-carbonitrile formate salt